[Ni]=O.[Cr] chromium-nickel oxide